NC1=NC(=CC(=N1)N1CCC2(C[C@H](NC2)C(=O)O)CC1)O[C@@H](C(F)(F)F)C1=C(C=C(C=C1)C1=CC(=C(C=C1)OCC1=CC=CC=C1)F)N1N=C(C=C1)C (S)-8-(2-amino-6-((R)-1-(4'-(benzyloxy)-3'-fluoro-3-(3-methyl-1H-pyrazol-1-yl)-[1,1'-biphenyl]-4-yl)-2,2,2-trifluoroethoxy)pyrimidin-4-yl)-2,8-diazaspiro[4.5]decane-3-carboxylic acid